(E)-2-((dimethylamino)methylene)-3-oxo-4-((triethylsilyl)oxy)-4-(trifluoromethyl)pyrrolidine-1-carboxylic acid tert-butyl ester C(C)(C)(C)OC(=O)N1/C(/C(C(C1)(C(F)(F)F)O[Si](CC)(CC)CC)=O)=C/N(C)C